CC=1C=C(COC(C(C)O)O)C=CC1 3-methylbenzyloxy-propane-1,2-diol